N1=C(C=CC=C1)CN(CCN1CC(OC(C1)=O)=O)CC1=NC=CC=C1 4-(2-(bis(pyridin-2-ylmethyl)amino)ethyl)morpholine-2,6-dione